4-chloro-8-(chloromethyl)-5-(2,2,2-trifluoroethyl)-5H-pyrimido[5,4-b]indole ClC1=NC=NC2=C1N(C=1C=CC(=CC21)CCl)CC(F)(F)F